C(C(=C)C)(=O)NC=1C(=C(C(=C(C(=O)O)C1I)I)C(=O)O)I 5-[(N-methacryloyl)amino]-2,4,6-triiodo-isophthalic acid